S1C=NC2=C1C=CC(=C2)NC2=CC=NC1=CC=C(C=C21)C2=NC=C(C(=O)N1CC3(CN(C3)C(=O)OC(C)(C)C)C1)C=C2 tert-butyl 6-(6-(4-(benzo[d]thiazol-5-ylamino)quinolin-6-yl)nicotinoyl)-2,6-diazaspiro[3.3]heptane-2-carboxylate